4-[3-(1-aminoethyl)-5-chloro-2-methoxy-6-methylphenyl]-N,N-dimethylpyridine-2-carboxamide NC(C)C=1C(=C(C(=C(C1)Cl)C)C1=CC(=NC=C1)C(=O)N(C)C)OC